FC1=C2CC(N=C(C2=CC=C1)C=1C=NC2=CC=CC=C2C1)(CCC)C 3-(5-fluoro-3-methyl-3-propyl-3,4-dihydroisoquinolin-1-yl)quinoline